2,2'-bipyridin-4-yl{(2R,5S)-5-[5-(4-chloro-1H-pyrrol-2-yl)-1,2,4-oxadiazol-3-yl]-2-methylpiperidin-1-yl}methanone N1=C(C=C(C=C1)C(=O)N1[C@@H](CC[C@@H](C1)C1=NOC(=N1)C=1NC=C(C1)Cl)C)C1=NC=CC=C1